FC1(C2CN(CC1CNC2)C(=O)OC(C)(C)C)F tert-butyl 9,9-difluoro-3,7-diazabicyclo[3.3.1]nonane-3-carboxylate